(S)-4-(4-(4-(2-chloroethyl)piperazin-1-yl)-8-fluoro-2-((1-methylpyrrolidin-2-yl)methoxy)quinazolin-7-yl)naphthalen-2-ol ClCCN1CCN(CC1)C1=NC(=NC2=C(C(=CC=C12)C1=CC(=CC2=CC=CC=C12)O)F)OC[C@H]1N(CCC1)C